4-dimethylamino-6-isopropoxybenzo[b]thiophene-2-carboxylic acid methyl ester COC(=O)C1=CC2=C(S1)C=C(C=C2N(C)C)OC(C)C